FC1=CC=C(C=C1)C=1N=CN(C1)C=C 4-(4-fluorophenyl)-1-vinyl-1H-imidazole